N-methyl-bis(2-chloroethyl)amine CN(CCCl)CCCl